C1(CC1)C1=CN=CC2=C1OC(C(N2)=O)(C)C 8-cyclopropyl-2,2-dimethyl-2H-pyrido[4,3-b][1,4]oxazin-3(4H)-one